3,3,4,4,5,5,6,6,7,7,8,8,8-tridecafluorooctyl α-chloroacrylate ClC(C(=O)OCCC(C(C(C(C(C(F)(F)F)(F)F)(F)F)(F)F)(F)F)(F)F)=C